BrC=1C(=NC=C(C1)F)N[C@H]1[C@@H](COCC1)O (3S,4R)-4-[(3-bromo-5-fluoro-2-pyridyl)amino]tetrahydropyran-3-ol